FC1(C(C1)C=1C=C2C=C(NC2=CC1OCC1=NOC=C1)CNC(=O)C1(CC1)C)F N-({5-(2,2-difluorocyclopropyl)-6-[(3-isoxazolyl)methoxy]-2-indolyl}methyl)1-methylcyclopropanecarboxamide